FC=1C=C2C(N(C=NC2=CC1C1=NC=C(C=N1)C(F)(F)F)CCCC1N(CC1)C=1C=NNC(C1C(F)(F)F)=O)=O 6-fluoro-3-[3-[1-[6-oxo-5-(trifluoromethyl)-1H-pyridazin-4-yl]azetidin-2-yl]propyl]-7-[5-(trifluoromethyl)pyrimidin-2-yl]quinazolin-4-one